(3S)-1-[6-[[[1-(trifluoromethyl)cyclopropyl]amino]methyl]-2-azaspiro[3.3]heptane-2-carbonyl]pyrrolidine-3-carboxamide FC(C1(CC1)NCC1CC2(CN(C2)C(=O)N2C[C@H](CC2)C(=O)N)C1)(F)F